anthracenolate C1(=CC=CC2=CC3=CC=CC=C3C=C12)[O-]